(R)-4-((2-(3-amino-4,4-difluoropiperidin-1-yl)-1H-benzo[d]imidazol-1-yl)methyl)benzonitrile N[C@@H]1CN(CCC1(F)F)C1=NC2=C(N1CC1=CC=C(C#N)C=C1)C=CC=C2